ClC1=NC=2C(CCCC2C(=N1)Cl)OC 2,4-dichloro-8-methoxy-5,6,7,8-tetrahydroquinazoline